bis-trimellitic acid dianhydride C(C=1C(C(=O)O)=CC(C(=O)O)=CC1)(=O)OC(C=1C=C(C(C(=O)OC(C=2C(C(=O)O)=CC(C(=O)O)=CC2)=O)=CC1)C(=O)O)=O